6-methylthio-1,3,5-triazine CSC1=NC=NC=N1